FC1=CC(=C(C=C1)NC(=O)NC=1SC(=C(N1)C)C1=NC(=NC=C1)NC)C 1-(4-Fluoro-2-methylphenyl)-3-(4-methyl-5-(2-(methylamino)pyrimidin-4-yl)thiazol-2-yl)urea